FC1(OC2=C(O1)C=CC(=C2)[C@H](C)OC=2C=C(C=CC2F)N2N=C(C=1CCCC(C21)OC21CC(C2)(C1)C(=N)NO)C(F)(F)F)F 3-[[1-[3-[(1S)-1-(2,2-difluoro-1,3-benzodioxol-5-yl)ethoxy]-4-fluoro-phenyl]-3-(trifluoromethyl)-4,5,6,7-tetrahydroindazol-7-yl]oxy]-N-hydroxy-bicyclo[1.1.1]pentane-1-carboxamidine